1-{6-[(4-Fluorophenyl)methyl]-3,3-dimethyl-1H,2H,3H-pyrrolo[3,2-c]pyridin-1-yl}-2-[(2R,5R)-5-methyl-2-(morpholin-4-ylmethyl)piperazin-1-yl]ethan-1-one hydrochloride Cl.FC1=CC=C(C=C1)CC1=CC2=C(C=N1)C(CN2C(CN2[C@H](CN[C@@H](C2)C)CN2CCOCC2)=O)(C)C